CN(C1=CC=C(C=C1)C(=CC1(OC(=O)C2=C(C(=C(C(=C12)Br)Br)Br)Br)C=C(C1=CC=C(C=C1)N(C)C)C1=CC=C(C=C1)OC)C1=CC=C(C=C1)OC)C 3,3-bis[2-(p-dimethylaminophenyl)-2-(p-methoxyphenyl)ethenyl]-4,5,6,7-tetrabromophthalide